2-[2-(4-isopropylpiperazin-1-yl)ethoxy]ethanol C(C)(C)N1CCN(CC1)CCOCCO